OCCCCNC1=NC(=NC(=N1)NCCCN(CCC(=O)OCCCCCCCC)CCC(=O)OCCCCCCCC)NCCCN(CCC(=O)OCCCCCCCC)CCC(=O)OCCCCCCCC tetraoctyl 3,3',3'',3'''-((((6-((4-hydroxybutyl)amino)-1,3,5-triazine-2,4-diyl)bis(azanediyl))bis(propane-3,1-diyl))bis(azanetriyl))tetrapropionate